C(C=CC1=CC=CC=C1)[Pd-2](Cl)=C1N(C=C2N1C(=CC=C2)C2=C(C=C(C=C2C(C)C)C(C)C)C(C)C)C2=C(C=C(C=C2C(C2=CC=CC=C2)C2=CC=CC=C2)C)C(C2=CC=CC=C2)C2=CC=CC=C2 Cinnamyl-[2-(2,6-dibenzhydryl-4-methylphenyl)-5-(2,4,6-triisopropylphenyl)imidazo[1,5-a]pyridin-3-ylidene]chloropalladium(II)